Glycerol Carbonate OCC1OC(OC1)=O